1-[(2-Chloro-5-thiazolyl)methyl]-3-[3-(2-cyclopropylethynyl)-5-ethoxyphenyl]-2-hydroxy-9-methyl-4-oxo-4H-pyrido[1,2-a]pyrimidinium ClC=1SC(=CN1)C[N+]1=C2N(C(C(=C1O)C1=CC(=CC(=C1)OCC)C#CC1CC1)=O)C=CC=C2C